ClC=1C=C(C=C(C1)Cl)NC(NC1=C(C(=O)NC)C=CC=C1)=O 2-[3-(3,5-dichlorophenyl)ureido]-N-methylbenzamide